3-(5-(1-(3-Fluoro-1H-indole-2-carbonyl)piperidin-4-yl)-1-oxoisoindolin-2-yl)piperidine-2,6-dione FC1=C(NC2=CC=CC=C12)C(=O)N1CCC(CC1)C=1C=C2CN(C(C2=CC1)=O)C1C(NC(CC1)=O)=O